(2S,3R)-3-hydroxy-2-(3-((2S)-2-hydroxy-3-(8-(naphthalen-2-ylsulfonyl)-1-oxa-8-azaspiro[4.5]decan-3-ylamino)propoxy)phenylsulfonamido)-N-methylbutanamide O[C@@H]([C@@H](C(=O)NC)NS(=O)(=O)C1=CC(=CC=C1)OC[C@H](CNC1COC2(C1)CCN(CC2)S(=O)(=O)C2=CC1=CC=CC=C1C=C2)O)C